COC=1C=C(C=CC1)S(=O)(=O)N1CCC2=CC(=CC=C12)[C@H]1[C@@H](C1)NCC1CCNCC1 trans-2-(1-(3-methoxybenzenesulfonyl)indolin-5-yl)-N-(piperidin-4-ylmethyl)cyclopropylamine